4-nitroindazole [N+](=O)([O-])C1=C2C=NNC2=CC=C1